13-Bromo-4,14-dimethoxy-10,16,16-trioxo-9-oxa-16λ6-thia-5,17-diazatetracyclo[16.3.1.111,15.02,7]tricosa-1(21),2(7),3,5,11,13,15(23),18(22),19-nonaene-19-carbonitrile BrC=1C=C2C(OCC=3C=NC(=CC3C3=CC=C(C(NS(C(C1OC)=C2)(=O)=O)=C3)C#N)OC)=O